CN1CC(CCC1)CO (1-methylpiperidin-3-yl)methanol